N1=C(C=CC=C1)[N-]C1=NC=CC=C1 bis(2-pyridyl)amide